CC1(CCCC1)COC=1C=CC(=NC1)C(C)=O 1-(5-((1-methylcyclopentyl)methoxy)pyridin-2-yl)ethan-1-one